ClC1=CC=C(C(=N1)C(=O)O)N[C@H](C)C=1C=C(C=C2C(C(=C(OC12)C1=C(C=CC=C1F)F)C)=O)C 6-Chloro-3-[[(1R)-1-[2-(2,6-difluorophenyl)-3,6-dimethyl-4-oxo-chromen-8-yl]ethyl]amino]pyridine-2-carboxylic acid